CC=1NC(C=2C(N1)=C1C(N(C2)C2COCC2)=NC=C1)=O 2-methyl-6-(tetrahydrofuran-3-yl)-3,6-dihydro-4H-pyrrolo[3',2':5,6]pyrido[4,3-d]pyrimidin-4-one